3-(1-methyl-6-(4-((S)-5-((1r,4r)-4-(2-methyl-3-(4,4,5,5-tetramethyl-1,3,2-dioxaborolan-2-yl)phenoxy)cyclohexyl)pentan-2-yl)piperazin-1-yl)-1H-indazol-3-yl)piperidine-2,6-dione CN1N=C(C2=CC=C(C=C12)N1CCN(CC1)[C@@H](C)CCCC1CCC(CC1)OC1=C(C(=CC=C1)B1OC(C(O1)(C)C)(C)C)C)C1C(NC(CC1)=O)=O